FC(C=1N=C(SC1)C1(CC(=CC=C1)N)N)(F)F 1-(4-(trifluoromethyl)thiazol-2-yl)benzene-1,3-diamine